OC(CN1C=NC2=C1C=CC(=C2)O)(C)C 1-(2-hydroxy-2-methylpropyl)-1H-benzimidazol-5-ol